N=1C=CN2C1N=CC(=C2)C=2C=CN1NN(C=CC12)N[C@@H]1C[C@@H](C1)OC 5-(Imidazo[1,2-a]pyrimidin-6-yl)-N-(cis-3-methoxycyclobutyl)pyrrolo[2,1-f]triazin-2-amine